4-Chloro-6-((2-fluorophenyl)amino)-N-phenylpyridineamide ClC1=CC(=NC(=C1)NC1=C(C=CC=C1)F)C(=O)NC1=CC=CC=C1